C12C3C(C(C=C1)C2)C(=O)OC3=O endo-bicyclo[2.2.1]-5-heptene-2,3-dicarboxylic acid anhydride